3-Chloro-4-((4-fluoro-1-(oxetan-3-yl)piperidin-4-yl)methoxy)benzenesulfonamide ClC=1C=C(C=CC1OCC1(CCN(CC1)C1COC1)F)S(=O)(=O)N